2-bromo-4-fluorophenol BrC1=C(C=CC(=C1)F)O